CC1=CC=CC(=N1)C1=NNC=C1C=1C=C2C=C(C=NC2=CC1)C1=CN=C2N1CCNC2 6-[3-(6-methyl-2-pyridyl)-1H-pyrazol-4-yl]-3-(5,6,7,8-tetrahydroimidazo[1,2-a]pyrazin-3-yl)quinoline